4-chloro-2-ethynyl-6-[(1S)-1-[(2S,4S)-4-fluoro-1-methylpyrrolidin-2-yl]ethoxy]pyrimidine ClC1=NC(=NC(=C1)O[C@@H](C)[C@H]1N(C[C@H](C1)F)C)C#C